NC=1N=C(C2=C(N1)N(C=C2)[C@H]2[C@@H]([C@@H]([C@H](O2)CO[P@](=O)(OC2=CC=CC=C2)N[C@H](C)C(=O)OC(C)C)O)O)NO isopropyl ((S)-(((2R,3S,4R,5R)-5-(2-amino-4-(hydroxyamino)-7H-pyrrolo[2,3-d]pyrimidin-7-yl)-3,4-dihydroxytetrahydrofuran-2-yl)methoxy)(phenoxy)phosphoryl)-D-alaninate